COC(NC1=NC=CC(=C1F)C1=NC(=C(C=C1)OC[C@@](CC(C)C)(C)N)C)=O (S)-(5-((2-amino-2,4-dimethylpentyl)oxy)-3'-fluoro-6-methyl-[2,4'-bipyridyl]-2'-yl)carbamic acid methyl ester